ClC1=C(N(C(C2=C(C=CC=C12)C1=CC=C(C=C1)C1CCC1)=O)C1=CC=CC=C1)[C@H](C)NC=1C2=C(N=CN1)NC=CC2=O (S)-4-((1-(4-chloro-8-(4-cyclobutylphenyl)-1-oxo-2-phenyl-1,2-dihydroisoquinolin-3-yl)ethyl)amino)pyrido[2,3-d]pyrimidin-5(8H)-one